2-(4-(1-hydroxypropan-2-yl)phenyl)isoindolin-1-one isopropyl-6-diazo-2-(((2-methyl-1-(pivaloyloxy)propoxy)carbonyl)amino)-5-oxohexanoate C(C)(C)OC(C(CCC(C=[N+]=[N-])=O)NC(=O)OC(C(C)C)OC(C(C)(C)C)=O)=O.OCC(C)C1=CC=C(C=C1)N1C(C2=CC=CC=C2C1)=O